ClC1=CC=C(C=2NN=NC21)Cl 4,7-dichlorobenzotriazole